ClC1=CC=C(C=C1)NC(C1=CC(=C(C=C1)N(C(=O)NC1=CC=C(C=C1)Cl)CCN1C(CCC1)=O)C)=O N-(4-chlorophenyl)-4-{3-(4-chlorophenyl)-1-[2-(2-oxopyrrolidin-1-yl)ethyl]ureido}-3-methylbenzamide